N-(2-(4-(3-(1,3-dimethyl-1H-pyrazolo[4,3-b]pyridin-6-yl)-1,2,4-oxadiazol-5-yl)piperidin-1-yl)-2-oxoethyl)benzamide CN1N=C(C2=NC=C(C=C21)C2=NOC(=N2)C2CCN(CC2)C(CNC(C2=CC=CC=C2)=O)=O)C